N-(2-(1H-1,2,4-triazol-1-yl)ethyl)-4-bromobiphenyl-2-amine N1(N=CN=C1)CCNC=1C(=CC=C(C1)Br)C1=CC=CC=C1